C1(=CC=CC=C1)CC(=O)O[C@@H]1[C@](O[C@H](C1)N1C=CC2=C1N=C(N=C2N)Cl)(CO)C#C (2R,3S,5R)-5-(4-amino-2-chloro-7H-pyrrolo[2,3-d]pyrimidin-7-yl)-2-ethynyl-2-(hydroxymethyl)tetrahydrofuran-3-yl 2-phenylacetate